(2S)-2-triisopropylsilyloxyhex-5-en-3-ol C(C)(C)[Si](O[C@@H](C)C(CC=C)O)(C(C)C)C(C)C